N-(6-(1-methyl-5-(piperidin-1-ylmethyl)-1H-pyrazol-4-yl)isoquinolin-3-yl)-1-neopentylpiperidine-4-carboxamide CN1N=CC(=C1CN1CCCCC1)C=1C=C2C=C(N=CC2=CC1)NC(=O)C1CCN(CC1)CC(C)(C)C